(±)-2-bromobicyclo[1.1.1]pentane-1-carboxylic acid Br[C@H]1C2(CC1C2)C(=O)O |r|